C(C)(C)(C)C1=NC(=NO1)C(=O)NCC1=C(C=C(C=C1)C1=NC=NN2C1=CC(=C2)C2=CC=C(C=C2)C=O)C 5-(tert-butyl)-N-(4-(6-(4-formylphenyl)pyrrolo[2,1-f][1,2,4]triazin-4-yl)-2-methylbenzyl)-1,2,4-oxadiazole-3-carboxamide